N-(2-(4-(2-ethyl-4,6-dimethyl-1H-imidazo[4,5-c]pyridine-1-yl)phenyl)ethyl)propionamide C(C)C=1N(C2=C(C(=NC(=C2)C)C)N1)C1=CC=C(C=C1)CCNC(CC)=O